4-bromo-3-methylbenzofuran-2-carbonitrile BrC1=CC=CC2=C1C(=C(O2)C#N)C